N-[5-(4-cyano-2-methylthiophen-3-yl)-1,3,4-thiadiazol-2-yl]-4-iodo-5-methoxy-6-oxopyran-2-carboxamide C(#N)C=1C(=C(SC1)C)C1=NN=C(S1)NC(=O)C=1OC(C(=C(C1)I)OC)=O